N1=C(C=C(C2=CC=CC=C12)C(=O)[O-])C1=NC2=CC=CC=C2C(=C1)C(=O)[O-].[Na+].[Na+] disodium 2,2'-biquinoline-4,4'-dicarboxylate